9,9-bis[4-(3-aminophenoxy)phenyl]fluorene Gold-Palladium [Pd].[Au].NC=1C=C(OC2=CC=C(C=C2)C2(C3=CC=CC=C3C=3C=CC=CC23)C2=CC=C(C=C2)OC2=CC(=CC=C2)N)C=CC1